FC1([C@@H](CN(CC1)C1=NC2=CC(=CC=C2C=C1C(=O)NC1=CC(=NC=C1)S(N)(=O)=O)F)C)F (R)-2-(4,4-difluoro-3-methylpiperidin-1-yl)-7-fluoro-N-(2-sulfamoylpyridin-4-yl)quinoline-3-carboxamide